5-(2-acetoxy-N-methylacetoamido)-2,4,6-triiodoisophthalamide C(C)(=O)OCC(=O)N(C)C=1C(=C(C(=C(C(=O)N)C1I)I)C(=O)N)I